BrC1=CC=CC2=NN(N=C21)CCCCCCCC 4-bromo-2-(octyl)-2H-benzotriazole